5-((1R,4R)-2-oxa-5-azabicyclo[2.2.1]heptan-5-yl)-N-(3-(difluoromethyl)-1-((1R,4R)-4-(piperazin-1-ylmethyl)cyclohexyl)-1H-pyrazol-4-yl)pyrazolo[1,5-a]pyrimidine-3-carboxamide [C@H]12OC[C@H](N(C1)C1=NC=3N(C=C1)N=CC3C(=O)NC=3C(=NN(C3)C3CCC(CC3)CN3CCNCC3)C(F)F)C2